O=C1NC(CC[C@H]1C1=NN(C2=CC(=CC=C12)N1CCN(CC1)C(=O)OC(C)(C)C)C)=O tert-butyl (S)-4-(3-(2,6-dioxopiperidin-3-yl)-1-methyl-1H-indazol-6-yl)piperazine-1-carboxylate